Glycidylpropyloxyltriethoxysilan C(C1CO1)CCO[Si](OCC)(OCC)OCCC